(+/-)-trans-3-{[(3-cyanophenyl)thio]methyl}-4-(4-methoxyphenyl)piperidine-1-carboxylic acid C(#N)C=1C=C(C=CC1)SC[C@@H]1CN(CC[C@H]1C1=CC=C(C=C1)OC)C(=O)O |r|